4-phenyl-5,6,7,8-tetrahydronaphthalen-2-ol C1(=CC=CC=C1)C1=CC(=CC=2CCCCC12)O